(3R,4R)-3-((3-cyclopropyl-5-((3-hydroxypiperidin-4-yl)methylamino)pyrazolo[1,5-a]pyrimidin-7-yl)amino)-5-methylbenzonitrile C1(CC1)C=1C=NN2C1N=C(C=C2NC=2C=C(C#N)C=C(C2)C)NC[C@@H]2[C@H](CNCC2)O